FC1=C(C=CC=2NC(=NC21)C)I 4-fluoro-5-iodo-2-methyl-1H-benzo[d]imidazole